3-(2-methoxyethoxy)-N-(1-(4-(trifluoromethyl)benzyl)-1H-indol-5-yl)propanamide COCCOCCC(=O)NC=1C=C2C=CN(C2=CC1)CC1=CC=C(C=C1)C(F)(F)F